CC(CCCCCCCCC(=O)SCCNC(CCNC([C@@H](C(COP(OP(OC[C@@H]1[C@H]([C@H]([C@@H](O1)N1C=NC=2C(N)=NC=NC12)O)OP(=O)(O)O)(=O)O)(=O)O)(C)C)O)=O)=O)CCCCCCC(C)C 10,17-dimethylstearyl-CoA